7-(Acetylmercapto)-1-methyl-2-(trifluoromethyl)-1,4-dihydroquinolin-4-one C(C)(=O)SC1=CC=C2C(C=C(N(C2=C1)C)C(F)(F)F)=O